4-(4-aminophenoxy)-2-pentylamin NC1=CC=C(OC(CC(C)N)C)C=C1